(R)-1-(3-chloro-5'-fluoro-2'-hydroxy-3'-(4-(3-methylpiperazin-1-yl)-1H-indol-6-yl)-[1,1'-biphenyl]-4-yl)-3-methyl-1H-imidazol-2(3H)-one ClC=1C=C(C=CC1N1C(N(C=C1)C)=O)C1=C(C(=CC(=C1)F)C1=CC(=C2C=CNC2=C1)N1C[C@H](NCC1)C)O